2-bromo-6-iodo-3,4-dimethoxypyridine BrC1=NC(=CC(=C1OC)OC)I